2,6-dimethyl-N,N-dimethylpiperidinium CC1[N+](C(CCC1)C)(C)C